ClC=1C=C(C(=O)N(C)C2C[C@H]3CC[C@@H](C2)N3CC#N)C=CC1C1C(C1)C1=NC(=NC3=CC=CC=C13)C 3-chloro-N-((1R,3s,5S)-8-(cyanomethyl)-8-azabicyclo[3.2.1]oct-3-yl)-N-methyl-4-(2-(2-methylquinazolin-4-yl)cyclopropyl)benzamide